ClC1=CC=C(C=C1)C1=NN(C[C@H]1C1=CC=CC=C1)/C(/N[C@H](CS(N)(=O)=O)C)=N/S(=O)(=O)C1=CC=C(C=C1)Cl (R,E)-3-(4-chlorophenyl)-N'-((4-chlorophenyl)sulfonyl)-4-phenyl-N-((S)-1-sulfamoylpropan-2-yl)-4,5-dihydro-1H-pyrazole-1-carboximidamide